tert-butyl 1-(4-bromophenyl)-3-(((methylsulfonyl)oxy)methyl)-1,4,6,7-tetrahydro-5H-pyrazolo[4,3-c]pyridine-5-carboxylate BrC1=CC=C(C=C1)N1N=C(C=2CN(CCC21)C(=O)OC(C)(C)C)COS(=O)(=O)C